OC([C@H](C(=O)O)O)(O)C(O)([C@H](O)CO)O 3,4-dihydroxygulonic acid